C=1N=CN2C1C1=CC=CC=C1C2C2(CCCC2)O 1-(5H-imidazo[5,1-a]isoindol-5-yl)cyclopentan-1-ol